C(C)(C)C1=C(C=CC=C1)C1=NC=C2NC(N(C2=N1)CC1=CC=C(C=C1)N1N=CC(=C1)C1CCNCC1)=O 2-(2-isopropylphenyl)-9-(4-(4-(piperidin-4-yl)-1H-pyrazol-1-yl)benzyl)-7,9-dihydro-8H-purin-8-one